FC=1C=C2C(C(=CN3C2=C(C1F)OCC3COC)C=O)=O 9,10-difluoro-3-(methoxymethyl)-7-oxo-2,3-dihydro-7H-[1,4]oxazino[2,3,4-ij]quinoline-6-carbaldehyde